2-(4-methylpiperazin-1-yl) ethylenediamine methyl 6-((1R,5S,6r)-6-(((6-(trifluoromethyl)pyridin-2-yl)oxy)methyl)-3-azabicyclo[3.1.0]hexane-3-carbonyl)pyrazine-2-carboxylate FC(C1=CC=CC(=N1)OCC1[C@H]2CN(C[C@@H]12)C(=O)C1=CN=CC(=N1)C(=O)OC)(F)F.CN1CCN(CC1)C(CN)N